C(C(C)(C)C)(=O)OC=1C=CC2=C(OCCC=C2C2=CC=C(C=C2)O[C@@H]2CN(CC2)CCCF)C1F (S)-9-fluoro-5-(4-((1-(3-fluoropropyl) pyrrolidin-3-yl) oxy) phenyl)-2,3-dihydrobenzo[b]oxepin-8-yl pivalate